COC=1C=CC2=C(C3=C4C(CCN([C@@H]4C2)C)=CC=C3)C1 (R)-10-Methoxy-6-methyl-5,6,6a,7-tetrahydro-4H-dibenzo[de,g]quinolin